C(C)(C)(C)OC(=O)NC(C(=O)O)C=1C(=NN(C1)C)F 2-((tert-butoxycarbonyl)amino)-2-(3-fluoro-1-methyl-1H-pyrazol-4-yl)acetic acid